ClC1=CC(=C(C=N1)C(=O)NC1=CC(=C(C(=C1)F)OC1=CC=NC2=CC(=CC=C12)OCCNC)F)OC1CC1 6-chloro-4-cyclopropoxy-N-[3,5-difluoro-4-({7-[2-(methylamino)ethoxy]quinolin-4-yl}oxy)phenyl]pyridine-3-carboxamide